6-(2,6-dichlorophenyl)-8-methyl-2-({4-[(1-methylpiperidin-4-yl)oxy]phenyl}amino)pyrido[2,3-d]pyrimidin-5(8H)-one ClC1=C(C(=CC=C1)Cl)C=1C(C2=C(N=C(N=C2)NC2=CC=C(C=C2)OC2CCN(CC2)C)N(C1)C)=O